C1(CC1)C=1C=C(C(=O)O)C=C(C1)C(C)(F)F 3-cyclopropyl-5-(1,1-difluoroethyl)benzoic acid